2-amino-2-{2-(4'-(2-ethyl-oxazol-4-yl)-[1,1'-biphenyl]-4-yl)ethyl}-1,3-propanediol hydrochloride Cl.NC(CO)(CO)CCC1=CC=C(C=C1)C1=CC=C(C=C1)C=1N=C(OC1)CC